C(#N)C=1C(=NN(C1NCC1=CC=C(C=C1)F)C(=O)C=1C=C(C(=O)O)C=CC1)C=1N(C(CC1)=O)C(CN1CCOCC1)=O 3-(4-cyano-5-{[(4-fluorophenyl)methyl]amino}-3-{1-[2-(morpholin-4-yl)acetyl]-5-oxopyrrolin-yl}-1H-pyrazole-1-carbonyl)benzoic acid